FC1(CN(C1)C(=O)C=1N=NC(=C(C1)C)N1CC=2C=C(C=NC2CC1)C1=CC=NN1C)C (3-fluoro-3-methylazetidin-1-yl)(5-methyl-6-(3-(1-methyl-1H-pyrazol-5-yl)-7,8-dihydro-1,6-naphthyridin-6(5H)-yl)pyridazin-3-yl)methanone